OC1(CCN(CC1)C(CC(C)C1=CC=CC=C1)=O)CN1C=NC2=CC(=CC=C2C1=O)C(C(=O)N)=CN1CCCCC1 (3-((4-hydroxy-1-(3-phenylbutyryl)piperidin-4-yl)methyl)-4-oxo-3,4-dihydroquinazolin-7-yl)-3-(piperidin-1-yl)acrylamide